(R)-1'-(6-amino-5-((2-amino-3-chloropyridin-4-yl)thio)pyrazin-2-yl)-2,3-dihydrospiro[indene-1,4'-piperidin]-2-amine NC1=C(N=CC(=N1)N1CCC2(CC1)[C@@H](CC1=CC=CC=C12)N)SC1=C(C(=NC=C1)N)Cl